N-tertiary butyl-pyrrolidone C(C)(C)(C)N1C(CCC1)=O